trans-2,4-decanediol CC(CC(CCCCCC)O)O